6-(3-Chloro-5-methoxyphenyl)-2-azaspiro[3.4]octan ClC=1C=C(C=C(C1)OC)C1CC2(CNC2)CC1